2-(4-acryloyl-3,3-dimethylpiperazin-1-yl)-N-[(2S)-3-ethyl-1-hydroxypentan-2-yl]-5H-pyrrolo[2,3-b]pyrazine-7-carboxamide C(C=C)(=O)N1C(CN(CC1)C=1N=C2C(=NC1)NC=C2C(=O)N[C@H](CO)C(CC)CC)(C)C